1-decaneal C(CCCCCCCCC)=O